tetrakis(hydroxymethyl)phosphonium sulfate chloride [Cl-].S(=O)(=O)([O-])[O-].OC[P+](CO)(CO)CO.OC[P+](CO)(CO)CO.OC[P+](CO)(CO)CO